7-((1r,4r)-4-(3-fluoro-5-methylpyridin-4-yl)cyclohexyl)-3-methyl-5-((3-(trifluoromethyl)pyridin-2-yl)methyl)pyrido[2,3-b]pyrazin-6(5H)-one FC=1C=NC=C(C1C1CCC(CC1)C1=CC=2C(=NC(=CN2)C)N(C1=O)CC1=NC=CC=C1C(F)(F)F)C